((3R,5R)-1-(6-(6-(Difluoromethyl)imidazo[1,2-b]pyridazin-3-yl)pyrimidin-4-yl)-5-(trifluoromethyl)piperidin-3-yl)methanol FC(C=1C=CC=2N(N1)C(=CN2)C2=CC(=NC=N2)N2C[C@@H](C[C@H](C2)C(F)(F)F)CO)F